C(C)OC(=C)C=1C=C2C(=NC1)C=CN2 6-(1-ethoxyvinyl)-1H-pyrrolo[3,2-b]pyridine